FC(CC[C@H]1CN(C2=C(S(C1(F)F)(=O)=O)C=C(C(=C2)C(F)(F)F)OCC2(CC2)C(=O)O)C2=CC=C(C=C2)F)(C)F (S)-1-(((3-(3,3-difluorobutyl)-2,2-difluoro-5-(4-fluorophenyl)-1,1-dioxido-7-(trifluoromethyl)-2,3,4,5-tetrahydrobenzo[b][1,4]thiazepin-8-yl)oxy)methyl)cyclopropane-1-carboxylic acid